C(#N)[C@H](C)OC1=NC=C(C(=C1)C1=CC=2N(C=C1)N=C(C2)NC(=O)C2CC2)OCC(C)(C)C#N (S)-N-[5-[2-(1-cyanoethoxy)-5-(2-cyano-2-methyl-propoxy)-4-pyridyl]pyrazolo[1,5-a]pyridin-2-yl]cyclopropanecarboxamide